(2S)-2-[[8-[(4-bromophenyl)methylamino]-3-isopropyl-[1,2,4]triazolo[4,3-b]pyridazin-6-yl]amino]butan-1-ol BrC1=CC=C(C=C1)CNC=1C=2N(N=C(C1)N[C@H](CO)CC)C(=NN2)C(C)C